N-methyl-5-(4-((2-oxo-1a,2,3,7b-tetrahydro-1H-cyclopropa[c]quinolin-5-yl)methyl)piperazin-1-yl)picolinamide CNC(C1=NC=C(C=C1)N1CCN(CC1)CC=1C=CC=2C3C(C(NC2C1)=O)C3)=O